BrC#CC1=CC(=CC=C1)C(C)(C)C 1-(2-bromoethynyl)-3-tert-butylbenzene